[C@H]12CN(C[C@H](CC1)N2)C2=NC(=NC1=C(C(=C(C=C21)F)C=2C(=C(C#N)C=C(C2)O)C2CC2)F)OC[C@]21CCCN1C[C@@H](C2)F 3-(4-((1R,5S)-3,8-diazabicyclo[3.2.1]octan-3-yl)-6,8-difluoro-2-(((2R,7aS)-2-fluorotetrahydro-1H-pyrrolizin-7a(5H)-yl)methoxy)quinazolin-7-yl)-2-cyclopropyl-5-hydroxybenzonitrile